The molecule is an oligopeptide composed of L-proline, L-arginine, L-tyrosine, L-valine, L-lysine, L-glutamine, L-asparagine, L-threonine, L-leucine, L-lysine, L-leucine, L-alanine and L-threonine joined in sequence by peptide linkages. C[C@@H](C(=O)N[C@@H](C(C)O)C(=O)O)NC(=O)[C@H](CC(C)C)NC(=O)[C@H](C(C)O)NC(=O)[C@H](CC(=O)N)NC(=O)[C@H](CCC(=O)N)NC(=O)[C@H](CCCCN)NC(=O)[C@H](C(C)C)NC(=O)[C@H](CC1=CC=C(C=C1)O)NC(=O)[C@H](CCCN=C(N)N)NC(=O)[C@@H]2CCCN2